N1-Cyclopropyl-N2-(1-(6,7-difluoro-1-oxo-1,2-dihydroisoquinolin-4-yl)ethyl)-N2-methyloxalamide C1(CC1)NC(C(=O)N(C)C(C)C1=CNC(C2=CC(=C(C=C12)F)F)=O)=O